BrC1=CC2=C(C3=CC=CC=C3C(=C2C=C1)OCCCC)OCCCC 2-bromo-9,10-bis(n-butyloxy)anthracene